FC(CN1CCN(CC1)C1=C(C=C2C[C@@](COC2=C1)(C)O)NC(=O)C=1C=NN2C1N=CC=C2)F (R)-N-(7-(4-(2,2-difluoroethyl)piperazin-1-yl)-3-hydroxy-3-methylchroman-6-yl)pyrazolo[1,5-a]pyrimidine-3-carboxamide